2-[4-[[(4-chloro-1-tetrahydropyran-2-yl-indazol-5-yl)carbamoylamino]carbamoyl]-2-methoxy-phenoxy]-N-isopropyl-acetamide ClC1=C2C=NN(C2=CC=C1NC(=O)NNC(=O)C1=CC(=C(OCC(=O)NC(C)C)C=C1)OC)C1OCCCC1